3-(2-Hydroxy-prop-2-yl)-4'-iodo-5'-methyl-2H-[1,2'-bipyridin]-2-one OC(C)(C)C=1C(N(C=CC1)C1=NC=C(C(=C1)I)C)=O